C(CCC)[C@H]1N(S(C2=C(N(C1)C1=CC=C(C=C1)F)C=C(C(=C2)CSCC(=O)O)OC)(=O)=O)C |r| racemic-2-(((3-butyl-5-(4-fluorophenyl)-7-methoxy-2-methyl-1,1-dioxido-2,3,4,5-tetrahydro-1,2,5-benzothiadiazepin-8-yl)methyl)thio)acetic acid